5-(8-((1S,2S)-2-(pyridin-2-yl)cyclopropyl)imidazo[1,2-b]pyridazin-6-yl)pyrimidine-2,4(1H,3H)-dione N1=C(C=CC=C1)[C@@H]1[C@H](C1)C=1C=2N(N=C(C1)C=1C(NC(NC1)=O)=O)C=CN2